[Na+].N1=C(C(=O)[O-])C(C(=O)[O-])=CC=C1.[Na+] quinolinic acid sodium salt